tert-butyl 4-[2-[(4-nitrophenyl)sulfonylamino]ethoxy]piperidine-1-carboxylate [N+](=O)([O-])C1=CC=C(C=C1)S(=O)(=O)NCCOC1CCN(CC1)C(=O)OC(C)(C)C